((3,5-difluoro-4-((2-(trifluoromethyl)pyrid-4-yl)oxy)benzyl)oxy)-6,7,10,11-tetrahydro-4H,8H-7a,10-methanopyrimido[6',1':2,3]pyrimido[6,1-c][1,4]oxazin-4-one FC=1C=C(COC=2C=NC(N3C2N2C4(COC(C2)C4)CC3)=O)C=C(C1OC1=CC(=NC=C1)C(F)(F)F)F